((1S,4S,6R)-6-((3-fluoro-5-(trifluoromethyl)pyridin-2-yl)amino)-2-azabicyclo[2.2.1]hept-2-yl)methanone FC=1C(=NC=C(C1)C(F)(F)F)N[C@@H]1C[C@@H]2CN([C@H]1C2)C=O